C1(=CC=CC=C1)S(=O)(=O)OCCCCCCCCCCCC.[Na] sodium dodecyl benzenesulfonate